5-fluorobenzo[d]oxazol-2(3H)-one FC=1C=CC2=C(NC(O2)=O)C1